benzyl (S)-7-((3-fluoro-5-(p-tolyl)picolinoyl)glycyl)-1,4-dioxa-7-azaspiro[4.4]nonane-8-carboxylate FC=1C(=NC=C(C1)C1=CC=C(C=C1)C)C(=O)NCC(=O)N1CC2(OCCO2)C[C@H]1C(=O)OCC1=CC=CC=C1